ClC=1C(=C(C(=CC1Cl)Cl)OC(C(=O)OC1=C(C(=C(C=C1Cl)Cl)Cl)C(=O)OCC1CC1)=O)C(=O)OCC1CC1.FC1CN(C1)C(=O)NC1=CC(=C(C=C1)F)N1N=C2N=CC(=CC2=C1)C1=NC=CN=C1C 3-fluoro-N-{4-fluoro-3-[5-(3-methylpyrazin-2-yl)-2H-pyrazolo[3,4-b]pyridin-2-yl]phenyl}azetidine-1-carboxamide bis{3,4,6-trichloro-2-[(cyclopropylmethoxy)carbonyl]phenyl}oxalate